1-[3-(2-Methoxyethoxy)-4-phenoxyphenyl]-3-(3-methoxyphenyl)-1,3,5-triazinan-2,4,6-trion COCCOC=1C=C(C=CC1OC1=CC=CC=C1)N1C(N(C(NC1=O)=O)C1=CC(=CC=C1)OC)=O